5-(hydroxymethyl)pyrrolidin-2-one OCC1CCC(N1)=O